C(C)(C)(C)OC(=O)N1C=C(C2=CC=CC=C12)CN(N1C(C2=CC=CC=C2C1=O)=O)C(=O)ON1N=NC2=C1C=CC=C2 3-{[(benzotriazol-1-yloxycarbonyl)-(1,3-dioxo-1,3-dihydro-isoindol-2-yl)-amino]-methyl}-indole-1-carboxylic acid tert-butyl ester